2-{5-[(4-fluoro-2-methanesulfonylphenyl)carbamoyl]pyridin-2-yl}-2-methylpropyl acetate C(C)(=O)OCC(C)(C)C1=NC=C(C=C1)C(NC1=C(C=C(C=C1)F)S(=O)(=O)C)=O